((S)-4-(benzhydrylideneamino)chroman-3-yl)oxy-2-methyl-propan-2-ol C(C1=CC=CC=C1)(C1=CC=CC=C1)=NC1[C@@H](COC2=CC=CC=C12)OCC(C)(O)C